NC1=C2N=CN(C2=NC(=N1)Cl)[C@H]1[C@H]([C@@H]([C@H](O1)COC(C(=O)O)(C(=O)O)CC1=CSC(=C1)C(=O)O)O)F 2-(((2R,3R,4S,5R)-5-(6-amino-2-chloro-9H-purin-9-yl)-4-fluoro-3-hydroxytetrahydrofuran-2-yl)methoxy)-2-((5-carboxythien-3-yl)methyl)malonic acid